FC1=CC=C(C=C1)N1N=CC=2C1=NC(=NC2NC(=O)C=2SC(=CC2)[N+](=O)[O-])N2C=CC=C2 N-(1-(4-fluorophenyl)-6-(1H-pyrrol-1-yl)-1H-pyrazolo[3,4-d]pyrimidin-4-yl)-5-nitrothiophene-2-carboxamide